3-benzyl-2-isobutyl-3,4-dihydroisoquinoline C(C1=CC=CC=C1)C1N(CC2=CC=CC=C2C1)CC(C)C